trans-2-[[4-[(3S)-3-pyrazin-2-ylisoxazolidine-2-carbonyl]cyclohexyl]methyl]indazole-6-carboxamide N1=C(C=NC=C1)[C@H]1N(OCC1)C(=O)[C@@H]1CC[C@H](CC1)CN1N=C2C=C(C=CC2=C1)C(=O)N